CC1(CC2=C(O1)C(=CC=C2)NC(=O)C=2C(=NN(C2)C)C(F)F)C N-(2,2-dimethyl-2,3-dihydrobenzo[b]furan-7-yl)-3-difluoromethyl-1-methyl-1H-pyrazole-4-carboxamide